1-dimethylamino-3-methylenehepta-4,6-diene CN(CCC(C=CC=C)=C)C